1-(4-(((6-(2-chloro-3-(4,4,5,5-tetramethyl-1,3,2-dioxaborolan-2-yl)phenyl)-2-methoxypyridin-3-yl)methyl)amino)piperidin-1-yl)ethan-1-one ClC1=C(C=CC=C1B1OC(C(O1)(C)C)(C)C)C1=CC=C(C(=N1)OC)CNC1CCN(CC1)C(C)=O